3,5-dimercapto-1,2,4-Triazole SC1=NNC(=N1)S